C1=CC=C(C=C1)[C@H](C(=O)O)N D(-)-α-phenylglycine